4-[7-(1-Cyano-1-methyl-ethyl)imidazo[1,2-a]pyridin-3-yl]-2-(difluoromethoxy)-6-methoxy-N-(3-methoxypropyl)benzamide C(#N)C(C)(C)C1=CC=2N(C=C1)C(=CN2)C2=CC(=C(C(=O)NCCCOC)C(=C2)OC)OC(F)F